N-[2-(1-ethyl-1H-pyrazol-5-yl)phenyl]-8-fluoroquinolin-3-amine C(C)N1N=CC=C1C1=C(C=CC=C1)NC=1C=NC2=C(C=CC=C2C1)F